[Na+].C1(CC1)S(=O)(=O)[O-] cyclopropanesulfonic acid sodium salt